ClC1=C(C=C(C=C1F)C=1N=NN(C1)C1C(C(OCC1OC)CO)O)F 4-(4-(4-chloro-3,5-difluorophenyl)-1H-1,2,3-triazol-1-yl)-2-(hydroxymethyl)-5-methoxytetrahydro-2H-pyran-3-ol